1-(2,3-dichloro-4-(2-(5-methyl-1H-indazol-1-yl)-2-oxoethoxy)phenyl)-2-methylene-butan-1-one ClC1=C(C=CC(=C1Cl)OCC(=O)N1N=CC2=CC(=CC=C12)C)C(C(CC)=C)=O